1-(2-(4-methylpiperazin-1-yl)-2-oxoethyl)-6-(3-(quinolin-6-ylmethyl)-[1,2,4]triazolo[4,3-b]pyridazin-6-yl)-3,4-dihydroquinolin-2(1H)-one CN1CCN(CC1)C(CN1C(CCC2=CC(=CC=C12)C=1C=CC=2N(N1)C(=NN2)CC=2C=C1C=CC=NC1=CC2)=O)=O